C1(CC1)C1=C(C=C(C=C1)C(NC(=O)C1N(CC(C1)F)C(CCC=1OC=CN1)=O)C1=CC=CC=C1)F N-[(4-cyclopropyl-3-fluorophenyl)(phenyl)methyl]-4-fluoro-1-[3-(1,3-oxazol-2-yl)propanoyl]pyrrolidine-2-carboxamide